NC1=NC=C(C2=C1C(=C(S2)C2=CC=C(C=C2)NC(C(=C)C)=O)C2=CC(=C(C=C2)OC2=NC=CC(=N2)C)Cl)C=2C=NN(C2)C N-(4-(4-amino-3-(3-chloro-4-((4-methylpyrimidin-2-yl)oxy)phenyl)-7-(1-methyl-1H-pyrazol-4-yl)thieno[3,2-c]pyridin-2-yl)phenyl)methacrylamide